CN(CCCN(C(CCCCCCCC=CCC=CCCCCC)=O)C(C(=O)NCCCCCCCCCCCCCCCCCC)C(CCCC)CC)C N-[3-(dimethylamino)propyl]-N-[3-ethyl-1-(octadecylamino)-1-oxohept-2-yl]octadeca-9,12-dienamide